N-((3R,4S)-3-fluoro-1-(3-methyloxetan-3-yl)piperidin-4-yl)-5-(quinoxalin-6-yl)-4-(trifluoromethoxy)pyrrolo[2,1-f][1,2,4]triazin-2-amine F[C@@H]1CN(CC[C@@H]1NC1=NN2C(C(=N1)OC(F)(F)F)=C(C=C2)C=2C=C1N=CC=NC1=CC2)C2(COC2)C